3,6-Di(azetidin-1-yl)-10-(methyl-d3)acridin-10-ium N1(CCC1)C=1C=CC2=CC3=CC=C(C=C3[N+](=C2C1)C([2H])([2H])[2H])N1CCC1